FC(C1=NC=NO1)(F)F 5-trifluoromethyl-1,2,4-oxadiazole